N[C@H]1[C@@](CCC1)(O)C (1R,2R)-2-amino-1-methylcyclopentanol